[1-Oxo-6-(4,4,5,5-tetramethyl-[1,3,2]dioxaborolan-2-yl)-3,4-dihydro-1H-isoquinolin-2-yl]-acetic acid ethyl ester C(C)OC(CN1C(C2=CC=C(C=C2CC1)B1OC(C(O1)(C)C)(C)C)=O)=O